N-(2-benzoyl-6-methylphenyl)-N-methylnitrosamide C(C1=CC=CC=C1)(=O)C1=C(C(=CC=C1)C)N(N=O)C